OC(=O)CCCCCCCCC.O=C[C@H](O)[C@@H](O)[C@H](O)[C@H](O)CO glucose caprate